O=C1NC[C@@H]2C3=C(N(N=C3C1)C1=CC=C(C=C1)C(=C)C)CCN2C(=O)OC(C)(C)C |o1:4| tert-butyl (S or R)-8-oxo-2-(4-(prop-1-en-2-yl) phenyl)-2,3,4,5a,6,7,8,9-octahydro-5H-1,2,5,7-tetraazabenzo[cd]azulene-5-carboxylate